C(C)SC(CC1CC(=CC(C1)=O)O)C 5-[2-(ethylsulfanyl)propyl]-3-hydroxy-2-cyclohexene-1-one